dihexyl Sulfosuccinate (dihexyl Sulfosuccinate) C(CCCCC)C(C(C(=O)O)S(=O)(=O)O)(C(=O)O)CCCCCC.S(=O)(=O)(O)C(C(=O)OCCCCCC)CC(=O)OCCCCCC